N-(2-((6-((2-amino-2-oxo-1-phenylethyl)thio)-3,5-dicyano-4-ethylpyridin-2-yl)(methyl)amino)ethyl)-6-((2-(2,6-dioxopiperidin-3-yl)-1-oxoisoindolin-4-yl)amino)-N-methylhexanamide NC(C(C1=CC=CC=C1)SC1=C(C(=C(C(=N1)N(CCN(C(CCCCCNC1=C2CN(C(C2=CC=C1)=O)C1C(NC(CC1)=O)=O)=O)C)C)C#N)CC)C#N)=O